4-(2,6-dibenzyloxy-3-pyridinyl)-8-(1,4-dioxaspiro[4.5]dec-8-yl)-2,3-dihydropyrido[3,2-b][1,4]oxazine C(C1=CC=CC=C1)OC1=NC(=CC=C1N1C2=C(OCC1)C(=CC=N2)C2CCC1(OCCO1)CC2)OCC2=CC=CC=C2